4-{[2-fluoro-5-(trifluoromethoxy)phenyl]Ethynyl}pyridin-3-amine FC1=C(C=C(C=C1)OC(F)(F)F)C#CC1=C(C=NC=C1)N